FC1=CC=C(C=C1)N1C(N(C(C=2N=C(N=NC21)C2=CC=C(C=C2)OCCCN2CCNCC2)=O)C)=O 8-(4-fluorophenyl)-6-methyl-3-(4-(3-(piperazin-1-yl)propoxy)phenyl)pyrimido[5,4-e][1,2,4]triazin-5,7(6H,8H)-dione